FC1=C(C=CC=C1F)C(C)(C)NC1=NC(=NC(=N1)C=1C=CC=2N(C1)C(=NC2)C)N N4-[1-(2,3-difluorophenyl)-1-methyl-ethyl]-6-(3-methylimidazo[1,5-a]pyridin-6-yl)-1,3,5-triazine-2,4-diamine